7-Bromo-2-(5-ethyl-1-methyl-1H-pyrazol-3-yl)-3H-imidazo[4,5-b]pyridine BrC1=C2C(=NC=C1)NC(=N2)C2=NN(C(=C2)CC)C